Butyl 3-(4,4-dimethylcyclohex-1-en-1-yl)propanoate CC1(CC=C(CC1)CCC(=O)OCCCC)C